6-chloro-7-(5-fluoro-2-hydroxyphenyl)-4-((2S)-2-methyl-4-(2-propenoyl)-1-piperazinyl)-1-(2-(2-propanyl)phenyl)pyrido[2,3-d]pyrimidin-2(1H)-one ClC1=CC2=C(N(C(N=C2N2[C@H](CN(CC2)C(C=C)=O)C)=O)C2=C(C=CC=C2)C(C)C)N=C1C1=C(C=CC(=C1)F)O